BrC1=CC2=C(N(C=N2)CCCC#N)C=C1 4-(5-bromo-1H-benzo[d]imidazol-1-yl)butyronitrile